C(CCC)C(CC(=O)OCCCCCCCCC(CCCCCCCCOC(CC(CCCCCC)CCCC)=O)N(CC1CCN(CC1)C)C(=O)OCC1=CC=CC=C1)CCCCCC 9-(((benzyloxy)carbonyl)((1-methylpiperidin-4-yl)methyl)amino)heptadecane-1,17-diyl bis(3-butylnonanoate)